BrC=1C=CC(=C(C1)N1CCC2(CC2)CC1)N1N=C(N=N1)C1=CC(=NC(=C1)C)N1CCC(CC1)(F)F 6-(5-bromo-2-{5-[2-(4,4-difluoropiperidin-1-yl)-6-methylpyridin-4-yl]-2H-1,2,3,4-tetrazol-2-yl}phenyl)-6-azaspiro[2.5]octane